CC(CC)N=C=S 1-methylpropyl isothiocyanate